quinolinate iron (II) [Fe+2].N1=C(C=CC2=CC=CC=C12)C(=O)[O-].N1=C(C=CC2=CC=CC=C12)C(=O)[O-]